4-methyl-N-[3-(morpholinomethyl)-5-(trifluoromethyl)phenyl]-3-[4-(3-pyridinyl)pyrazol-1-yl]benzamide CC1=C(C=C(C(=O)NC2=CC(=CC(=C2)C(F)(F)F)CN2CCOCC2)C=C1)N1N=CC(=C1)C=1C=NC=CC1